C(#N)C=1C=C(C=C(C1N[C@@H](CSC1=CC=C(C=C1)F)CCN1CC2(CC2(F)F)C1)F)S(=O)(=O)NC(=O)C1(CCCCC1)OC (R)-N-((3-cyano-4-((4-(1,1-difluoro-5-azaspiro[2.3]hexan-5-yl)-1-((4-fluorophenyl)thio)butan-2-yl)amino)-5-fluorophenyl)sulfonyl)-1-methoxycyclohexane-1-carboxamide